tert-Butyl (2-(8-methyl-1-(methylthio)imidazo[1,5-a]pyridin-3-yl)propan-2-yl)carbamate CC=1C=2N(C=CC1)C(=NC2SC)C(C)(C)NC(OC(C)(C)C)=O